3,5-Dibromo-2-(trifluoromethyl)pyridine BrC=1C(=NC=C(C1)Br)C(F)(F)F